C(C)OC(=O)C1=CC=2N=C(SC2N1)C(C)C 2-isopropyl-4H-pyrrolo[3,2-d]thiazole-5-carboxylic acid Ethyl ester